5-(4-((4-([1,2,4]triazolo[4,3-c]pyrimidin-7-yloxy)-3-methylphenyl)amino)quinazolin-6-yl)furan-3-carbaldehyde N=1N=CN2C=NC(=CC21)OC2=C(C=C(C=C2)NC2=NC=NC1=CC=C(C=C21)C2=CC(=CO2)C=O)C